3β-acetoxy-5α-hydroxy-6β-[(4-aminobutyl)(3-aminopropyl)-amino]cholest-7-ene C(C)(=O)O[C@@H]1C[C@@]2([C@@H](C=C3[C@@H]4CC[C@H]([C@@H](CCCC(C)C)C)[C@]4(CC[C@@H]3[C@]2(CC1)C)C)N(CCCN)CCCCN)O